ClC1=C(NC2=CC(=C(C=C12)Cl)OCC=1N=CSC1)CNC(OC(C)(C)C)=O tert-butyl ((3,5-dichloro-6-(thiazol-4-ylmethoxy)-1H-indol-2-yl)methyl)carbamate